[1,3-phenylenebis(methylene)]-bis-1,4,8,11-tetra-azacyclotetradecane C1(=CC(=CC=C1)CN1CCNCCCNCCNCCC1)CN1CCNCCCNCCNCCC1